ethyl 2-(2-chlorophenoxy)-6-(5,6-dimethoxybenzimidazol-1-yl)pyridine-3-carboxylate ClC1=C(OC2=NC(=CC=C2C(=O)OCC)N2C=NC3=C2C=C(C(=C3)OC)OC)C=CC=C1